N-(2-bromo-5-methoxybenzyl)pyridin-3-amine BrC1=C(CNC=2C=NC=CC2)C=C(C=C1)OC